3-(4-((1R,5S)-3,8-diazabicyclo[3.2.1]oct-3-yl)-2-(((S)-4,4-difluoro-1,3-dimethylpiperidin-3-yl)methoxy)-6,8-difluoroquinazolin-7-yl)-5-chloro-4-cyclopropylphenol [C@H]12CN(C[C@H](CC1)N2)C2=NC(=NC1=C(C(=C(C=C21)F)C=2C=C(C=C(C2C2CC2)Cl)O)F)OC[C@@]2(CN(CCC2(F)F)C)C